ethoxide hydrochloride Cl.[O-]CC